N1=NC=C(C2=CC=CC=C12)C=1C=C(C=NC1)NC(C(C1=C(C=CC=C1)C)(C=1NC=CN1)O)=O N-(5-(cinnolin-4-yl)pyridin-3-yl)-2-hydroxy-2-(1H-imidazol-2-yl)-2-(o-tolyl)acetamide